2-Chloro-4-(4-methoxy-3-nitrophenoxy)benzonitrile ClC1=C(C#N)C=CC(=C1)OC1=CC(=C(C=C1)OC)[N+](=O)[O-]